C1(CC1)OC=1C(=NC=C(C1)C#CC1CC1)C=1N=NN(C1)CC(=O)N(C)C 2-(4-(3-cyclopropoxy-5-(cyclopropylethynyl)pyridin-2-yl)-1H-1,2,3-triazol-1-yl)-N,N-dimethylacetamide